2-chloro-1-(2,2-difluoroethoxy)-3-fluoro-4-nitro-benzene ClC1=C(C=CC(=C1F)[N+](=O)[O-])OCC(F)F